(7S,8aR)-7-(1-methyl-7-methylsulfonyl-2-oxo-4H-pyrimido[4,5-d]pyrimidin-3-yl)-1,5,6,7,8,8a-hexahydrooxazolo[3,4-a]pyridin-3-one CN1C(N(CC=2C1=NC(=NC2)S(=O)(=O)C)[C@@H]2C[C@H]1N(CC2)C(OC1)=O)=O